[Cl-].[Cl-].[Ti+2].CC1=C(N)C=CC=C1 2-methylaniline titanium dichloride